α-methyl-L-phenylalanine C[C@](N)(CC1=CC=CC=C1)C(=O)O